4-chlorobenzoic acid [(2S)-3-(3-ethyl-4-oxo-spiro[6,8-dihydro-5H-pyrazolo[4,3-c]azepin-7,4'-tetrahydropyran]-1-yl)-2-methyl-propyl] ester C(C)C1=NN(C2=C1C(NCC1(CCOCC1)C2)=O)C[C@@H](COC(C2=CC=C(C=C2)Cl)=O)C